CC1=NC(=NO1)C=1C=C2C(=NC1)N=C(S2)N2[C@H](CCC2)C(=O)N[C@H](C)C2=CC=CC=C2 (R)-1-[6-(5-methyl-1,2,4-oxadiazol-3-yl)[1,3]thiazolo[4,5-b]pyridin-2-yl]-N-[(1R)-1-phenylethyl]pyrrolidine-2-carboxamide